3-Methyl-6-(tributylstannyl)pyrimidin-4(3H)-one CN1C=NC(=CC1=O)[Sn](CCCC)(CCCC)CCCC